ClC1=C2C(=NC=C1C=1C=C(C=CC1)N1C(CN(CC1)S(=O)(=O)CCCN1CCNCC1)=O)NC=C2CC 1-(3-(4-chloro-3-ethyl-1H-pyrrolo[2,3-b]pyridin-5-yl)phenyl)-4-((3-(piperazin-1-yl)propyl)sulfonyl)piperazin-2-one